[6-(3-cyclopropyl-1,2,4-triazol-1-yl)-2-azaspiro[3.3]heptan-2-yl]-[6-(4-methylsulfonylbenzyl)-2-azaspiro[3.3]heptan-2-yl]methanone C1(CC1)C1=NN(C=N1)C1CC2(CN(C2)C(=O)N2CC3(C2)CC(C3)CC3=CC=C(C=C3)S(=O)(=O)C)C1